COC=1C=C(C2=CC=CC=C2C1)C 3-methyloxy-1-methylnaphthalene